BrC1=C2C(=NC=C1)NC(=C2)C(=O)NCC(=O)OC(C)(C)C tert-butyl (4-bromo-1H-pyrrolo[2,3-b]pyridine-2-carbonyl)glycinate